5-{2-[2-(2,4-Dichlorochinolin-8-sulfonamido)phenyl]ethynyl}pyridin ClC1=NC2=C(C=CC=C2C(=C1)Cl)S(=O)(=O)NC1=C(C=CC=C1)C#CC=1C=CC=NC1